1-(4-(4-amino-7-cyclopropyl-7H-pyrrolo[2,3-d]pyrimidin-5-yl)-2,3-dihydrobenzofuran-7-yl)-3-(5-(1-(trifluoromethyl)cyclopropyl)isoxazol-3-yl)urea NC=1C2=C(N=CN1)N(C=C2C2=CC=C(C1=C2CCO1)NC(=O)NC1=NOC(=C1)C1(CC1)C(F)(F)F)C1CC1